BrC=1C=C(CC=2NC3=C(C=CC=C3C2)C=2N=NN(C2)C=2C=CC=C3C=CC(OC23)=O)C=CC1Cl 8-(4-(2-(3-bromo-4-chlorobenzyl)-1H-indol-7-yl)-1H-1,2,3-triazol-1-yl)-2H-chromen-2-one